tert-butyl N-[(1S)-1-[(2S,4R)-2-[3-(4-fluoro-2-methyl-phenyl)prop-2-ynylcarbamoyl]-4-hydroxy-pyrrolidine-1-carbonyl]-2,2-dimethyl-propyl]carbamate FC1=CC(=C(C=C1)C#CCNC(=O)[C@H]1N(C[C@@H](C1)O)C(=O)[C@H](C(C)(C)C)NC(OC(C)(C)C)=O)C